2,4-dibromo-5,6-difluoronaphthalen-1-amine BrC1=C(C2=CC=C(C(=C2C(=C1)Br)F)F)N